[OH-].[OH-].C(CCCC[N+]1=CC=C(C=C1)C(C)(C)C)[N+]1=CC=C(C=C1)C(C)(C)C 1,1'-(pentane-1,5-diyl)bis(4-(tert-butyl)pyridin-1-ium) dihydroxide